3-(2-methoxymethoxy-5-pentyloxy-phenyl)-3-(phenyl)-acrylic acid COCOC1=C(C=C(C=C1)OCCCCC)C(=CC(=O)O)C1=CC=CC=C1